heptafluoro-1-isobutyl-1-butyl methacrylate C(C(=C)C)(=O)OC(C(C(C(F)(F)F)(F)F)(F)F)CC(C)C